C(#N)C(=CC1=CC=2OC(=CC2S1)C1=CC=C(N1)C1=CC=C(S1)C=C(C#N)C#N)C#N [(5-{5-[5-(2,2-dicyanoethenyl)thieno[3,2-b]furan-2-yl]-1H-pyrrol-2-yl}thiophen-2-yl)methylidene]propanedinitrile